OC=1C=C(C(=O)O[C@H]2[C@H](OC3=CC(=CC(=C3C2)O)O)C2=CC(=C(C(=C2)O)O)O)C=C(C1O)O (2R,3R)-3',4',5,5',7-Pentahydroxyflavan-3-yl 3,4,5-trihydroxybenzoate